FC(OC1=C(C=CC=C1)[C@@H]1CCN2N1C=1C=C(C=CC1C2=O)C=2C=NC(=NC2)N2CCOCC2)F (S)-3-(2-(difluoromethoxy)phenyl)-6-(2-morpholinylpyrimidin-5-yl)-2,3-dihydropyrazolo[1,2-a]indazol-9(1H)-one